O1CCN(CC1)CC(=O)CN1CCOCC1 morpholinomethylketone